4-(3-bromo-4-fluorophenyl)-3-(4-(2-(methylsulfonyl)ethoxy)-1,2,5-oxadiazol-3-yl)-1,2,4-oxadiazol-5(4H)-one BrC=1C=C(C=CC1F)N1C(=NOC1=O)C1=NON=C1OCCS(=O)(=O)C